2-[(7-amino-2-butyl-4-isopropoxy-imidazo[4,5-d]pyridazin-3-yl)methyl]-2-methyl-propane-1,3-diol NC=1N=NC(=C2C1N=C(N2CC(CO)(CO)C)CCCC)OC(C)C